2-Amino-7-oxo-2',3',4,7-tetrahydro-5H-spiro[benzo[b]thiophene-6,1'-indene]-3-carboxamide NC1=C(C2=C(S1)C(C1(CCC3=CC=CC=C13)CC2)=O)C(=O)N